5-chloro-4-(((R)-pyrrolidin-3-yl)oxy)-N-(1-((S)-tetrahydrofuran-3-yl)-1H-pyrazol-4-yl)-7H-pyrrolo[2,3-d]pyrimidin-2-amine ClC1=CNC=2N=C(N=C(C21)O[C@H]2CNCC2)NC=2C=NN(C2)[C@@H]2COCC2